5,6,7,8-tetrahydroquinazoline-2,4(1H,3H)-dione N1C(NC(C=2CCCCC12)=O)=O